FC=1C(=C(C=CC1F)[C@H]1[C@@H](O[C@@]([C@H]1C)(C(F)(F)F)C)C(=O)NC1=CC(=NC=C1)C(=O)N)OC 4-((2R,3S,4S,5S)-3-(3,4-difluoro-2-methoxyphenyl)-4,5-dimethyl-5-(trifluoromethyl)tetrahydrofuran-2-carboxamido)picolinamide